tert-Butyl N-[(1S)-1-[4-(4-methylthiazol-5-yl)phenyl]ethyl]carbamate CC=1N=CSC1C1=CC=C(C=C1)[C@H](C)NC(OC(C)(C)C)=O